CN1N=C2C(CN(CC2)CC2=C(C(=NC=C2)C=2C=C3CN(C(C3=CC2)=O)C2C(NC(CC2)=O)=O)F)=C1C 3-(5-(4-((2,3-dimethyl-2,4,6,7-tetrahydro-5H-pyrazolo[4,3-c]pyridin-5-yl)methyl)-3-fluoropyridin-2-yl)-1-oxoisoindolin-2-yl)piperidine-2,6-dione